BrC=1C=C2C3(C(NC2=C(C1)Cl)=O)CC3 5'-bromo-7'-chlorospiro[cyclopropane-1,3'-indolin]-2'-one